2-(3-ethylsulfonylpyridin-2-yl)-1-methyl-7-methylsulfonyl-5-trifluoromethyl-1H-benzimidazole C(C)S(=O)(=O)C=1C(=NC=CC1)C1=NC2=C(N1C)C(=CC(=C2)C(F)(F)F)S(=O)(=O)C